sodium (R)-2-hydroxy-4-(1-((pentafluorophenyl)sulfonyl)-N-(4-(tetrahydro-2H-pyran-4-yl)benzyl)pyrrolidine-2-carboxamido)benzoate OC1=C(C(=O)[O-])C=CC(=C1)N(C(=O)[C@@H]1N(CCC1)S(=O)(=O)C1=C(C(=C(C(=C1F)F)F)F)F)CC1=CC=C(C=C1)C1CCOCC1.[Na+]